CC1(C(CC(N1)=O)C1=CC=C(C=C1)C)C 5,5-dimethyl-4-(4-methylphenyl)-2-Pyrrolidinone